C(CCC(=O)O)(=O)O.CN(C)C.CN(C)C di-trimethylamine succinate salt